7-((2-(trimethylsilyl)ethoxy)methyl)-7H-purine-6-carboxylate C[Si](CCOCN1C=NC2=NC=NC(=C12)C(=O)[O-])(C)C